6-[[4-(trifluoromethylsulfonyl)phenyl]methyl]-2,6-diazaspiro[3.4]octane FC(S(=O)(=O)C1=CC=C(C=C1)CN1CC2(CNC2)CC1)(F)F